3-(cyclopentyloxy)-4-((N,N-dimethylsulfamoyl)carbamoyl)-5-(pyrrolidin-1-yl)benzoic acid C1(CCCC1)OC=1C=C(C(=O)O)C=C(C1C(NS(N(C)C)(=O)=O)=O)N1CCCC1